2-[4-{5-chloro-2-[5-(difluoromethyl)-1,3,4-thiadiazol-2-yl]phenyl}-5-methoxy-2-oxopyridin-1(2H)-yl]butanoic acid tert-butyl ester C(C)(C)(C)OC(C(CC)N1C(C=C(C(=C1)OC)C1=C(C=CC(=C1)Cl)C=1SC(=NN1)C(F)F)=O)=O